2-chloro-4-(8-(4-(4-(1-(2-(2,6-dioxopiperidin-3-yl)-1,3-dioxoisoindolin-5-yl)piperidin-4-yl)piperazin-1-yl)benzoyl)-3-oxo-2,8-diazaspiro[4.5]decan-2-yl)benzonitrile ClC1=C(C#N)C=CC(=C1)N1CC2(CC1=O)CCN(CC2)C(C2=CC=C(C=C2)N2CCN(CC2)C2CCN(CC2)C=2C=C1C(N(C(C1=CC2)=O)C2C(NC(CC2)=O)=O)=O)=O